S1C(CCC1)C1C(N(CCC1)C1SCCCC1)(C1OCCCC1)N1CCCC1 (tetrahydrothiophenyl)(pyrrolidinyl)(tetrahydropyranyl)(tetrahydrothiopyranyl)piperidine